O=S1(NC(CNC2=C1C=CC=C2)=O)=O 1,1-dioxo-4,5-dihydrobenzo[f][1,2,5]thidiazepine-3(2H)-one